FC(CCN1C=C(C2=CC=C(C=C12)CO)C=1C=C(C(=S)N)C=CC1)F 3-(1-(3,3-difluoropropyl)-6-(hydroxymethyl)-1H-indol-3-yl)thiobenzamide